N1=C(N=CC2=C1CNC2)N2C[C@H]1C([C@H]1C2)CO ((1R,5S,6r)-3-(6,7-dihydro-5H-pyrrolo[3,4-d]pyrimidin-2-yl)-3-azabicyclo[3.1.0]hexan-6-yl)methanol